The molecule is a methoxyisoflavone that is isoflavone substituted at positions 4' and 7 by hydroxy and methoxy groups respectively. It has a role as a metabolite, a bone density conservation agent and an apoptosis inhibitor. It is a hydroxyisoflavone and a member of 7-methoxyisoflavones. It derives from a daidzein. COC1=CC2=C(C=C1)C(=O)C(=CO2)C3=CC=C(C=C3)O